Allyloxycarbonyloxymethylphosphonic Acid Diethylester C(C)OP(OCC)(=O)COC(=O)OCC=C